FC(C(=O)O)(F)F.NC[C@@]1(CN(CC1)C1=NC2=C(N1CC1=CC=C(C#N)C=C1)C=CC=C2)O (S)-4-((2-(3-(aminomethyl)-3-hydroxypyrrolidin-1-yl)-1H-benzo[d]imidazol-1-yl)methyl)benzonitrile 2,2,2-trifluoroacetate